1,8-dimethylbicyclo[2.2.2]oct-7-ene-2,3,5,6-tetracarboxylic acid 2,3:5,6-dianhydride CC12C3C(C(C4C1C(=O)OC4=O)C(=C2)C)C(=O)OC3=O